N-[1-[4-(trifluoromethyl)cyclohexyl]indol-5-yl]acrylamide FC(C1CCC(CC1)N1C=CC2=CC(=CC=C12)NC(C=C)=O)(F)F